dimethyl-benzenepropanal CC=1C(=C(C=CC1)CCC=O)C